Methyl-5-bromo-2-chloro-3-fluoroisonicotinic acid CC=1N=C(C(=C(C(=O)O)C1Br)F)Cl